(R)-3-(7-bromo-3-iodo-1H-pyrazolo[4,3-c]pyridin-1-yl)piperidine-1-carboxylic acid tert-butyl ester C(C)(C)(C)OC(=O)N1C[C@@H](CCC1)N1N=C(C=2C=NC=C(C21)Br)I